C(C)(C)(C)OC(=O)N1[C@H](CN(CC1)C=1C2=C(N=C(N1)OC[C@H]1N(CCC1)C)C=C(C=N2)Br)CC#N (S)-4-(7-bromo-2-(((S)-1-methylpyrrolidin-2-yl)methoxy)pyrido[3,2-d]pyrimidin-4-yl)-2-(cyanomethyl)piperazine-1-carboxylic acid tert-butyl ester